(S)-2-((1-(5-(3,4-dichlorophenyl)-1,2,4-oxadiazol-3-yl)ethyl)carbamoyl)-4-methoxypyridin-3-yl isobutyrate C(C(C)C)(=O)OC=1C(=NC=CC1OC)C(N[C@@H](C)C1=NOC(=N1)C1=CC(=C(C=C1)Cl)Cl)=O